The molecule is a monocarboxylic acid amide that is dacarbazine in which one of the methyl groups is replaced by a hydrogen. It is the active metabolite of dacarbazine, and is also produced by spontaneous hydrolysis of temozolomide in the body. It has a role as an alkylating agent and an antineoplastic agent. It is a monocarboxylic acid amide, a member of imidazoles and a triazene derivative. CN=NNC1=C(NC=N1)C(=O)N